C(C1=CC=CC=C1)N(C(CCC(=O)OC)C)C methyl 4-(benzyl(methyl)amino)pentanoate